N-(5-(4-amino-5-(3-fluoro-4-((6-methylpyridin-2-yl)oxy)phenyl)-7,8-dihydro-6H-imidazo[1',2':1,5]pyrrolo[2,3-d]pyrimidin-6-yl)-2-fluorophenyl)acrylamide NC=1C2=C(N=CN1)N1C(=C2C2=CC(=C(C=C2)OC2=NC(=CC=C2)C)F)N(CC1)C=1C=CC(=C(C1)NC(C=C)=O)F